tert-butyl N-[3-[[3-(benzyloxycarbonylamino)-2-hydroxy-propyl]amino]-2-hydroxy-propyl]carbamate C(C1=CC=CC=C1)OC(=O)NCC(CNCC(CNC(OC(C)(C)C)=O)O)O